C(C)(C)(C)OC(=O)N1[C@@H](C([C@@H](C1)N)(F)F)COCC1=CC=CC=C1.C1(=CC=CC=C1)NC1C(NCC1)=O 3-(phenylamino)pyrrolidin-2-one tert-butyl-(2R,4R)-4-amino-2-[(benzyloxy)methyl]-3,3-difluoropyrrolidine-1-carboxylate